4-((2S,5R)-4-(1-(3-fluoro-4-methoxyphenyl)-2-methylpropyl)-2,5-dimethylpiperazin-1-yl)-2-methyl-1-(((S)-tetrahydrofuran-2-yl)methyl)-1H-[1,2,4]triazolo[3,4-b]purine FC=1C=C(C=CC1OC)C(C(C)C)N1C[C@@H](N(C[C@H]1C)C=1C=2N=C(N(C2N2C(N1)=NN=C2)C[C@H]2OCCC2)C)C